C(CC(C)CCCC(C)CCCC(C)CCCC(C)C)NC(=O)N phytanylurea